C(C)(C)(C)OC(=O)N1CCC=2C=CC(=NC2C1)OC(C)C1=C(C=C(C=C1)Cl)F 2-(1-(4-chloro-2-fluorophenyl)ethoxy)-5,8-dihydro-1,7-naphthyridine-7(6H)-carboxylic acid tert-butyl ester